COC=1C=C2C(=NC=NC2=CC1OC)CCN1CC(C1)S(=O)(C)=N (1-(2-(6,7-dimethoxyquinazolin-4-yl)ethyl)azetidin-3-yl)(imino)(methyl)-λ6-sulfanone